[1,2]Oxazin-4(5H)-one O1N=CC(CC1)=O